tert-butyl (3aR,5r,6aS)-5-(((benzyloxy)carbonyl)((tetrahydro-2H-pyran-4-yl)methyl)amino)hexahydrocyclopenta[c]pyrrole-2(1H)-carboxylate C(C1=CC=CC=C1)OC(=O)N(C1C[C@@H]2[C@@H](CN(C2)C(=O)OC(C)(C)C)C1)CC1CCOCC1